N'-dioctyldecyl-carbodiimide C(CCCCCCC)C(CCCCCCCCC)(N=C=N)CCCCCCCC